C1(CC1)C1=C(C=C(C(=C1)OC)I)F cyclopropyl-2-fluoro-4-iodo-5-methoxybenzene